CN(CC(=O)NC1=CC=C(C=C1)NC=1N=CC2=C(N1)CN(CC2)C2=C(C1=C(OCCN1C(=O)OC(C)(C)C)N=C2)C)C tert-butyl 7-[2-({4-[2-(dimethylamino) acetamido] phenyl}amino)-5H,6H,7H,8H-pyrido[3,4-d]pyrimidin-7-yl]-8-methyl-1H,2H,3H-pyrido[2,3-b][1,4]oxazine-1-carboxylate